FC1=C(C=C(C=C1)NC(=O)C1=C(N(C(=C1C)C(C(=O)NC1(CC(C1)O)C)=O)C)C(C)C)C N-(4-fluoro-3-methylphenyl)-5-(2-(((1s,3s)-3-hydroxy-1-methylcyclobutyl)amino)-2-oxoacetyl)-2-isopropyl-1,4-dimethyl-1H-pyrrole-3-carboxamide